C(CCCCCCCCC(=O)[O-])(=O)OC1CC(NCC1)O 2-hydroxy-4-piperidyl sebacate